R-2,2'-diamino-1,1'-binaphthyl NC1=C(C2=CC=CC=C2C=C1)C1=C(C=CC2=CC=CC=C12)N